C[C@H]1CN(CC[C@@H]1NC(=O)C1=CC(=CC=2N(C=NC21)CC(F)(F)F)C#CCNC=2C(OC)=CC(=C(C2)S(=O)(=O)C)F)CC(F)(F)F N-[(3S,4S)-3-methyl-1-(2,2,2-trifluoroethyl)-4-piperidyl]-6-[3-(5-fluoro-4-mesyl-2-anisidino)-1-propynyl]-1-(2,2,2-trifluoroethyl)-1H-1,3-benzimidazole-4-carboxamide